CN1CCN(CC1)[Si](C=CC)(N1CCN(CC1)C)N1CCN(CC1)C tris(4-methylpiperazino)(methyl)vinylsilane